B([O-])(O)O.C(CC(=O)O)(=O)O.C(CC(=O)O)(=O)O.[Li+] lithium dimalonate borate salt